trans-4-amino-1-[2-amino-3-(5-chloro-1H-1,3-benzodiazol-2-yl)-5-(3-fluoro-5-methylphenyl)pyridin-4-yl]piperidine-3-carbonitrile N[C@H]1[C@@H](CN(CC1)C1=C(C(=NC=C1C1=CC(=CC(=C1)C)F)N)C1=NC2=C(N1)C=CC(=C2)Cl)C#N